C(C)(C)(C)C=1C=CC(=C(C1)N1CC=2C(CC1)=NN(C2C2=CC=C(C(=O)N)C=C2)C2=C(C=CC=C2C)OCC(C)C)C 4-(5-(5-(tert-butyl)-2-methylphenyl)-2-(2-isobutoxy-6-methylphenyl)-4,5,6,7-tetrahydro-2H-pyrazolo[4,3-c]pyridin-3-yl)benzamide